(S)-2-(6-fluoropyridin-2-yl)-5-(4-(4-(trifluoromethyl)pyrazolo[1,5-a]pyridin-2-yl)-1,4,6,7-tetrahydro-5H-imidazo[4,5-c]pyridin-5-yl)-1,3,4-oxadiazole FC1=CC=CC(=N1)C=1OC(=NN1)N1[C@@H](C2=C(CC1)NC=N2)C2=NN1C(C(=CC=C1)C(F)(F)F)=C2